N-((3-methylthiophen-2-yl)methyl)hydroxylamine CC1=C(SC=C1)CNO